9-iodo-1,1-dimethoxynonane ICCCCCCCCC(OC)OC